7-vinyl-2,2-dimethylheptanoic acid ethyl ester C(C)OC(C(CCCCCC=C)(C)C)=O